3-(4-methyl-1H-imidazol-1-yl)benzaldehyde CC=1N=CN(C1)C=1C=C(C=O)C=CC1